2-(3-(methylamino)pyrrolidin-1-yl)pyrimidine-5-carboxamide 4-methylbenzenesulfinate CC1=CC=C(C=C1)S(=O)O.CNC1CN(CC1)C1=NC=C(C=N1)C(=O)N